COC=1C(=C(N)C(=CC1)B1OC(C(O1)(C)C)(C)C)C 3-methoxy-2-methyl-6-(4,4,5,5-tetramethyl-1,3,2-dioxaborolan-2-yl)aniline